(Z)-3-ethoxy-4-(non-3-en-1-yloxy)benzaldehyde C(C)OC=1C=C(C=O)C=CC1OCC\C=C/CCCCC